O[C@]1(CCNC1)C1=CC=CC=C1 (2S,4R)-4-Hydroxy-4-phenyl-pyrrolidine